C(C1=CC=CC=C1)(=O)O[C@H]1[C@@H](OC[C@@H]1O)N1C2=NC=NC(=C2N=C1)NC(C1=CC=CC=C1)=O (2R,3R,4S)-2-(6-benzamido-9H-purin-9-yl)-4-hydroxytetrahydrofuran-3-yl benzoate